C[C@@H]1CC[C@@H]2[C@]13CC(C[C@H]3C=C2CO)(C)C The molecule is a tricyclic triterpenoid that is pentalenene in which one of the hydrogens of the allylic methyl group is substituted by a hydroxy group. It is a primary alcohol and a sesquiterpenoid. It derives from a pentalenene.